(S)-2-{[(2r,3r,4r,5r)-5-(2,4-dioxo-3,4-dihydro-2H-pyrimidin-1-yl)-4-fluoro-3-hydroxy-4-methyl-tetrahydro-furan-2-ylmethoxy]-phenoxy-phosphorylamino}-butyric acid O=C1N(C=CC(N1)=O)[C@H]1[C@]([C@@H]([C@H](O1)COC1=C(OP(=O)=N[C@H](C(=O)O)CC)C=CC=C1)O)(C)F